C(#N)C=1C(=NC(=NC1)NC)C1=C(N=C(S1)NC(=O)NC1=CC(=C(C=C1)CN1CCN(CC1)C(C)C)C(F)(F)F)C 1-(5-(5-cyano-2-(methylamino)pyrimidin-4-yl)-4-methylthiazol-2-yl)-3-(4-((4-isopropylpiperazin-1-yl)methyl)-3-(trifluoromethyl)phenyl)urea